6-(2,2,2-trifluoroethoxy)-1,5,11-triazatricyclo[7.4.0.02,7]trideca-2(7),3,5,8-tetraen-10-one FC(COC1=NC=CC=2N3CCNC(C3=CC12)=O)(F)F